2-heptyl-1-undecanol C(CCCCCC)C(CO)CCCCCCCCC